[Na+].[Na+].C(CCCCCCCCCCCCCCC)C1=C(C(=C(C=C1)S(=O)(=O)[O-])OC1=CC=CC=C1)S(=O)(=O)[O-] hexadecylsulphophenoxybenzenesulfonic acid disodium salt